1-(3-aminopropyl)-2,3-dicyclohexylguanidine NCCCNC(=NC1CCCCC1)NC1CCCCC1